sodium trimethylsilylpropionate C[Si](C)(C)OC(CC)=O.[Na]